BrC1=C(OCCNC(=O)C=2C=CC(=C(C(=O)[O-])C2)OC)C=CC=C1 5-[2-(2-bromophenoxy) ethylcarbamoyl]-2-methoxybenzoate